C(C)OC(COC1=C(C=CC=C1)OC1=NC(=C(C=C1Cl)F)N1C(N(C(=CC1=O)C(F)(F)F)C)=O)=O 2-[2-[[3-chloro-5-fluoro-6-[3-methyl-2,6-dioxo-4-trifluoromethyl-pyrimidin-1-yl]-2-pyridinyl]oxy]phenoxy]acetic acid ethyl ester